FC(C1=NN(C(=C1)C(F)(F)F)CC(=O)N1CCC(CC1)C1=CC(=NC=C1)C(=O)NC1CCCC2=CC=CC=C12)F 4-[1-[2-[3-difluoromethyl-5-trifluoromethylpyrazol-1-yl]acetyl]-4-piperidinyl]-N-tetrahydronaphthalen-1-ylpyridin-2-carboxamide